tert-butyl (2R,4R)-2-methyl-4-[methyl(6-[4-[1-(oxan-2-yl)pyrazol-4-yl]-2-oxo-1,3-dihydroindol-7-yl]pyridazin-3-yl)amino]piperidine-1-carboxylate C[C@H]1N(CC[C@H](C1)N(C=1N=NC(=CC1)C=1C=CC(=C2CC(NC12)=O)C=1C=NN(C1)C1OCCCC1)C)C(=O)OC(C)(C)C